C(C)(=O)[O-].[NH4+].C(C)(=O)O Acetic Acid Ammonium Acetate